FC=1C=C(C=CC1F)[C@H]1[C@@H](C1)NC=1C2=C(N=C(N1)SCCC)N(N=N2)[C@H]2[C@@H]([C@@H]([C@H](C2)O)O)O (1S,2R,3S,4R)-4-[7-[[(1R,2S)-2-(3,4-difluorophenyl)cyclopropyl]amino]-5-(propylsulfanyl)-3H-1,2,3-triazolo[4,5-d]pyrimidin-3-yl]-1,2,3-cyclopentanetriol